O1C(=CC=C1)C(CC)[Sn](N(C)C)(N(C)C)N(C)C 1-(2-furyl)-propyl-tris(dimethylamino)tin